C(#N)C1=NN(C(=C1)C)C1=C(C=CC(=N1)N1C=NC2=C1C=CC(=C2)NC=2N=NC(=CC2C(=O)N(C)C)C)[C@@H]2OC[C@@H](C2)F |r| 3-[[1-[6-(3-cyano-5-methylpyrazol-1-yl)-5-[rac-(2R,4R)-4-fluorooxolan-2-yl]pyridin-2-yl]benzimidazol-5-yl]amino]-N,N,6-trimethylpyridazine-4-carboxamide